COC1=CC=C(C=C1)C(OC[C@@H]1[C@H](C[C@@H](O1)N1C2=NC=NC(=C2NC1=O)N(C)C)O)(C1=CC=CC=C1)C1=CC=C(C=C1)OC 9-((2R,4S,5R)-5-((bis(4-methoxyphenyl)(phenyl)methoxy)methyl)-4-hydroxytetrahydrofuran-2-yl)-6-(dimethylamino)-7,9-dihydro-8H-purin-8-one